C(C=C)(=O)OCC(CC=C(C(=O)O)C)O.C(C(=C)C)(=O)OCC(COC(C=C)=O)O 3-(acryloxy)-2-hydroxypropyl methacrylate (3-(acryloyloxy)-2-hydroxypropyl methacrylate)